(5-phenylpent-1-ene-1,1-diyl)bis(triethylsilane) C1(=CC=CC=C1)CCCC=C([Si](CC)(CC)CC)[Si](CC)(CC)CC